OC1=CC(=NN1C1=NC=C(C=C1)C(F)(F)F)C(=O)N 5-hydroxy-1-(5-(trifluoromethyl)pyridin-2-yl)-1H-pyrazole-3-carboxamide